O1CC(CC1)NC=1C=CC=C2CCN(CC12)C(=O)OC(C)(C)C tert-butyl 8-((tetrahydrofuran-3-yl) amino)-3,4-dihydroisoquinoline-2(1H)-carboxylate